dodecanedioic acid-pentanediamine salt C(CCCC)(N)N.C(CCCCCCCCCCC(=O)O)(=O)O